C(C)O[Si](CCCNC(=CC(C)C)C)(OCC)OCC 3-triethoxysilyl-N-(1,3-dimethyl-butenyl)propylamine